(xylylene) adipate C1(CCCCC(=O)OCC=2C(=CC=CC2)CO1)=O